azo-bis-(2-methylpropanenitrile) N(=NC(C#N)(C)C)C(C#N)(C)C